p-tertiary amyl-phenol C(C)(C)(CC)C1=CC=C(C=C1)O